N[C@@H](CCC(=O)[O-])C(=O)[O-] |r| DL-glutamate